tert-butyl 5-(6-amino-5-(benzyloxy) pyrazin-2-yl)-3,6-dihydropyridine-1(2H)-carboxylate NC1=C(N=CC(=N1)C1=CCCN(C1)C(=O)OC(C)(C)C)OCC1=CC=CC=C1